ClC=1C=C2C(=NN1)N(C[C@@H]1N2C[C@@H](C1)C#N)C(=O)OC(C)(C)C tert-butyl (6aR,8R)-2-chloro-8-cyano-6a,7,8,9-tetrahydropyrrolo-[1',2':4,5]pyrazino[2,3-c]pyridazine-5(6H)-carboxylate